(4-(benzyloxy)phenyl)methanamine C(C1=CC=CC=C1)OC1=CC=C(C=C1)CN